Br.C(C)OC(=O)C1=NC2=CC(=CC(=C2C=C1)CBr)[N+](=O)[O-] 5-Bromomethyl-7-nitro-2-quinolinecarboxylic acid ethyl ester hydrobromide